C1(CC1)C=1C=C(C=CC1CN(C)C)B(O)O (3-cyclopropyl-4-((dimethylamino)methyl)phenyl)boronic acid